(S)-2-amino-3-(2-fluoro-4-(3-methyl-2-oxo-dihydrobenzo[d]oxazol-5-yl)phenyl)propionitrile N[C@H](C#N)CC1=C(C=C(C=C1)C1=CC=C2C(N(C(O2)=O)C)C1)F